[NH4+].N(CC(=O)O)CC(=O)O iminodiacetic acid ammonium